(R)-N-(1-(2-aminopyridin-3-yl)ethyl)-7-(3-chloro-2-cyclopropyl-5-(methoxymethoxy)phenyl)-8-fluoro-5-methoxy-2-(methylthio)pyrido[4,3-d]pyrimidin-4-amine NC1=NC=CC=C1[C@@H](C)NC=1C2=C(N=C(N1)SC)C(=C(N=C2OC)C2=C(C(=CC(=C2)OCOC)Cl)C2CC2)F